C1(=CC=C(C=C1)N(C1=CC=C(C=C1)C1=CC=C(C=C1)B1OC(C(O1)(C)C)(C)C)C1=CC=CC=C1)C1=CC=CC=C1 N-[1,1'-biphenyl]-4-yl-4'-(4,4,5,5-tetramethyl-1,3,2-dioxaborolan-2-yl)-N-phenyl-[1,1'-biphenyl]-4-amine